OC(=O)C(F)(F)F.C(C)OC1=NC(=NC=C1C(=O)NC=1N=CC=2N(C1)C=C(N2)C)N2CCNCC2 4-ethoxy-N-(2-methylimidazo[1,2-a]pyrazin-6-yl)-2-(piperazin-1-yl)pyrimidine-5-carboxamide TFA salt